C[Si](C)(C)C(C(=O)OCC)(F)F ethyl (trimethylsilyl)difluoroacetate